ClC1=NC(=NC=C1)C1=NC=NC=C1 4-chloro-[2,4'-bipyrimidine]